O[C@@H]1[C@H](N(CC1)C(=O)[O-])CO (2R,3S)-3-Hydroxy-2-(hydroxymethyl)pyrrolidine-1-carboxylate